N-({4-bromo-1-methyl-1H-pyrazolo[4,3-c]quinolin-7-yl}methyl)-6-cyclopropyl-N-(1,1-dioxo-2,3-dihydro-1λ6-benzothiophen-7-yl)pyridine-3-carboxamide BrC1=NC=2C=C(C=CC2C2=C1C=NN2C)CN(C(=O)C=2C=NC(=CC2)C2CC2)C2=CC=CC=1CCS(C12)(=O)=O